(S)-(4,5-dihydro-7H-thieno[2,3-c]pyran-7-yl)-N-methylmethanamine hydrochloride Cl.S1C=CC2=C1[C@@H](OCC2)CNC